FC1=C(C=CC=C1F)CN1C(CCC1=O)CC(=O)NCC=1C(=NN(C1)CC)C 2-[1-[(2,3-difluorophenyl)methyl]-5-oxopyrrolidin-2-yl]-N-[(1-ethyl-3-methyl-1H-pyrazol-4-yl)methyl]acetamid